BrC1=C(C(=C(C(=C1[2H])[2H])[2H])[2H])N1C2=C(C(=C(C(=C2C=2C(=C(C(=C(C12)[2H])[2H])[2H])[2H])[2H])[2H])[2H])[2H] 9-(2-Bromophenyl-3,4,5,6-d4)-9H-carbazole-1,2,3,4,5,6,7,8-d8